(R)-tert-butyldimethyl((1-(methylthio)prop-2-yl)oxy)silane C(C)(C)(C)[Si](O[C@@H](CSC)C)(C)C